(S)-6,7-dimethoxy-9-(6-((5-methoxy-1,2,3,4-tetrahydronaphthalen-2-yl)(methyl)amino)pyridin-3-yl)naphtho[2,3-c]furan-1(3H)-one COC1=CC2=CC3=C(C(OC3)=O)C(=C2C=C1OC)C=1C=NC(=CC1)N(C)[C@@H]1CC2=CC=CC(=C2CC1)OC